BrC1=CC=C(C=C1)CC(F)(F)F 1-bromo-4-(2,2,2-trifluoroethyl)benzene